6-(3-isopropyl-5-(piperidin-4-yl)-1H-indol-2-yl)imidazo[1,2-a]pyridine C(C)(C)C1=C(NC2=CC=C(C=C12)C1CCNCC1)C=1C=CC=2N(C1)C=CN2